FC(COC1=CC=C(C=C1)NC(C1=CC=CC=C1)=O)F N-(4-(2,2-difluoroethoxy)phenyl)benzamide